N,N-Dimethylaminoethyl methacrylate C(C(=C)C)(=O)OCCN(C)C